tert-butyl (1-(2-(hydroxymethyl)-5-nitrophenyl)-1-oxo-5,8,11,14-tetraoxa-2-azahexadecan-16-yl)carbamate OCC1=C(C=C(C=C1)[N+](=O)[O-])C(NCCOCCOCCOCCOCCNC(OC(C)(C)C)=O)=O